COC(CCCNC(COC1=C(C=CC=C1)OCC(=O)NCCCC(=O)OC)=O)=O methyl-4-[[2-[2-(2-[(4-methoxy-4-oxobutyl)amino]-2-oxoethoxy)phenoxy] acetyl]amino]butanoate